tert-butyl (S)-7-(4-((1-amino-1-oxopropan-2-yl)amino)-6-carbamoylpyrimidin-2-yl)-1-(4-(trifluoromethyl)phenyl)-1,2,3,5-tetrahydro-4H-benzo[e][1,4]diazepine-4-carboxylate NC([C@H](C)NC1=NC(=NC(=C1)C(N)=O)C1=CC2=C(N(CCN(C2)C(=O)OC(C)(C)C)C2=CC=C(C=C2)C(F)(F)F)C=C1)=O